C(C)OC(=O)C1=NNC(=C1)C(=O)OCC diethyl-3,5-pyrazoledicarboxylate